tert-butyl (R)-3-((2-chloroquinolin-6-yl)oxy)-2-hydroxypropanoate ClC1=NC2=CC=C(C=C2C=C1)OC[C@H](C(=O)OC(C)(C)C)O